C(C)NC=1C=CC2=C(N(CCN(C2=O)C2=CC(=CC=C2)O[C@H](CCNC)C=2SC=CC2)C)N1 (R)-8-(ethylamino)-1-methyl-4-(3-(3-(methylamino)-1-(thiophen-2-yl)propoxy)phenyl)-1,2,3,4-tetrahydro-5H-pyrido[2,3-e][1,4]diazepin-5-one